N-(1,1-dioxotetrahydrothiopyran-4-yl)thiazole-2-carboxamide O=S1(CCC(CC1)NC(=O)C=1SC=CN1)=O